C(C1=CC=CC=C1)(=O)C=1C2=C(SC1NC(=O)C1=NC=CN=C1)CCCC2 N-(3-Benzoyl-4,5,6,7-tetrahydrobenzo[b]thiophen-2-yl)pyrazin-2-carboxamid